N-((2R)-1-((1-(8-acetyl-2-oxo-1,8-diazaspiro[4.5]decan-3-yl)-4-amino-3,4-dioxobutan-2-yl)amino)-3-cyclohexyl-1-oxopropan-2-yl)-1H-indole-2-carboxamide C(C)(=O)N1CCC2(CC(C(N2)=O)CC(C(C(=O)N)=O)NC([C@@H](CC2CCCCC2)NC(=O)C=2NC3=CC=CC=C3C2)=O)CC1